(Z)-4-(2,5-dimethyl-3-(3-(methylsulfonyl)benzyl)-1H-pyrrolo[3,2-b]pyridin-1-yl)-3-fluorobut-2-en-1-amine dihydrochloride Cl.Cl.CC1=C(C2=NC(=CC=C2N1C/C(=C/CN)/F)C)CC1=CC(=CC=C1)S(=O)(=O)C